C(#N)C=1C=C(C=C(C1)F)[C@H](C)N[S@](=O)C(C)(C)C (R)-N-((S)-1-(3-cyano-5-fluorophenyl)ethyl)-2-methylpropane-2-sulfinamide